ClC=1C(=CC(=C(C1)S(=O)(=O)N(C=1SC=CN1)CC1=C(C=C(C=C1)OC)OC)F)N[C@@H](C)C1=C(C=CC(=C1)F)F (S)-5-chloro-4-((1-(2,5-difluorophenyl)ethyl)amino)-N-(2,4-dimethoxybenzyl)-2-fluoro-N-(thiazol-2-yl)benzenesulfonamide